tert-Butyl (S)-4-(7-(4-cyanopyridin-2-yl)-5-iodo-7H-pyrrolo[2,3-d]pyrimidin-4-yl)-3-methylpiperazine-1-carboxylate C(#N)C1=CC(=NC=C1)N1C=C(C2=C1N=CN=C2N2[C@H](CN(CC2)C(=O)OC(C)(C)C)C)I